1-eicosanoyl-2-tridecanoyl-glycero-3-phosphoserine C(CCCCCCCCCCCCCCCCCCC)(=O)OCC(OC(CCCCCCCCCCCC)=O)COP(=O)(O)OC[C@H](N)C(=O)O